CN1C(C=C(C=C1)C=1N=NC(=CC1)NC1C[C@@H]2[C@@H](CN(C2)C([2H])([2H])C2CCOCC2)C1)=O 1-methyl-4-(6-(((3aR,5s,6aS)-2-((tetrahydro-2H-pyran-4-yl)methyl-d2)octahydrocyclopenta[c]pyrrol-5-yl)amino)pyridazin-3-yl)pyridin-2(1H)-one